Tert-butyl-(1-(5-fluoro-3-(4-(5-(trifluoromethyl) pyrimidin-2-yl) piperazine-1-carbonyl)-1H-indol-1-yl) propan-2-yl) carbamate C(N)(OC(CN1C=C(C2=CC(=CC=C12)F)C(=O)N1CCN(CC1)C1=NC=C(C=N1)C(F)(F)F)CC(C)(C)C)=O